BrC=1C=C(C(=NC1)N)NCC1=NOC(=C1)C 5-Bromo-N3-((5-methylisoxazol-3-yl)methyl)pyridine-2,3-diamine